ClC=1C=C(C(=NC1)C=1SC=C(N1)CC(=O)O)F 2-[2-(5-chloro-3-fluoropyridin-2-yl)-1,3-thiazol-4-yl]acetic acid